((S)-piperidine-3-carbonyl)-D-proline benzyl ester hydrochloride Cl.C(C1=CC=CC=C1)OC([C@@H]1N(CCC1)C(=O)[C@@H]1CNCCC1)=O